Vinyldisilane C(=C)[SiH2][SiH3]